(±)-N-(5-chloro-2-fluoro-4-(trifluoromethyl)phenyl)-3-oxo-3,5,6,7,8,9-hexahydro-2H-6,9-epiminocyclohepta[c]pyridine-10-carboxamide ClC=1C(=CC(=C(C1)NC(=O)N1C2CC=3C(=CNC(C3)=O)C1CC2)F)C(F)(F)F